FC=1C=C(C=NC1OC)CN1C2CN(CC1C2)C2=CC=C(C=N2)C=2C=1N(C=C(C2)O)N=CC1C#N 4-(6-(6-((5-fluoro-6-methoxypyridine-3-yl)methyl)-3,6-diazabicyclo[3.1.1]heptan-3-yl)pyridin-3-yl)-6-hydroxypyrazolo[1,5-a]pyridine-3-carbonitrile